N-(2,6-dichloro-2'-(trifluoromethoxy)-[1,1'-biphenyl]-4-yl)-2-(4-(methylsulfonyl)phenyl)-3-methoxypropionamide ClC1=C(C(=CC(=C1)NC(C(COC)C1=CC=C(C=C1)S(=O)(=O)C)=O)Cl)C1=C(C=CC=C1)OC(F)(F)F